N-hydroxy-4-((4-(6-methoxybenzo[b]thiophene-2-carbonyl)piperazin-1-yl)methyl)benzamide ONC(C1=CC=C(C=C1)CN1CCN(CC1)C(=O)C1=CC2=C(S1)C=C(C=C2)OC)=O